FC1=C(C(=CC(=C1)C=1C=NN(C1)C1OCCCC1)F)N1CCC(CC1)CN1CCCCC1 1-((1-(2,6-difluoro-4-(1-(tetrahydro-2H-pyran-2-yl)-1H-pyrazol-4-yl)phenyl)piperidin-4-yl)methyl)piperidin